C(#N)NC(C1=CC=C(C=C1)C#CC1=C(C=CC=C1)NS(=O)(=O)C1=CC=C(C2=CC=CC=C12)OC)=O N-cyano-4-{2-[2-(4-methoxy-naphthalene-1-sulfonamido)phenyl]-ethynyl}benzamide